C(C)(C)(C)OC(=O)N1CC2C(C2C1)N1N=C2C(=CC(=CC2=C1)Br)F.CN(CCOC=1C=NC(=C(C(=O)NC2(CC2)C2=CC=CC3=CC=CC=C23)C1)C)C 5-(2-(Dimethylamino)ethoxy)-2-methyl-N-(1-(naphthalen-1-yl)cyclopropyl)nicotinamide tert-butyl-6-(5-bromo-7-fluoro-indazol-2-yl)-3-azabicyclo[3.1.0]hexane-3-carboxylate